O=C1NC(CCC1N1C(C2=CC=C(C=C2C1=O)OC=1C=C(C=CC1)N(C(C1=CC=CC=C1)=O)C)=O)=O N-[3-[2-(2,6-dioxo-3-piperidyl)-1,3-dioxo-isoindolin-5-yl]oxyphenyl]-N-methyl-benzamide